tert-butyl 2-(4-(4,4,5,5-tetramethyl-1,3,2-dioxaborolan-2-yl)phenyl)pyrrolidine-1-carboxylate CC1(OB(OC1(C)C)C1=CC=C(C=C1)C1N(CCC1)C(=O)OC(C)(C)C)C